CC=1N=C(C2=C(N1)C=CC=N2)N 2-methylpyrido[3,2-d]Pyrimidin-4-amine